2-chloro-5-(2-methoxyethoxy)aniline ClC1=C(N)C=C(C=C1)OCCOC